isopropyl (S)-6-diazo-2-((S)-2-(2-(diethylamino)acetamido)-3-(1H-indol-3-yl)propanamido)-5-oxohexanoate [N+](=[N-])=CC(CC[C@@H](C(=O)OC(C)C)NC([C@H](CC1=CNC2=CC=CC=C12)NC(CN(CC)CC)=O)=O)=O